NCCN(CCC(=O)O)CCO.[Na] monosodium N-(2-aminoethyl)-N-(2-hydroxyethyl)-β-alanine